C(#N)C1=CN(C2=NC(=CC(=C21)C2=C(C(=CC=C2C)O)C)C(=O)N)CC(F)(F)F (P)-3-cyano-4-(3-hydroxy-2,6-dimethylphenyl)-1-(2,2,2-trifluoroethyl)pyrrolo[2,3-b]pyridine-6-carboxamide